COC1=C2CC[C@@H](CC2=CC=C1)NCCC (S)-5-methoxy-N-propyl-1,2,3,4-tetrahydronaphthalen-2-amine